5-ethylsulfonyl-N-methyl-6-[3-methyl-6-(trifluoromethyl)imidazo[4,5-c]pyridin-2-yl]pyridin-3-amine C(C)S(=O)(=O)C=1C=C(C=NC1C1=NC2=C(C=NC(=C2)C(F)(F)F)N1C)NC